ClC1=NC2=C(N1)C=C(C=C2F)F 2-chloro-4,6-difluoro-1H-benzimidazole